C(C)(=O)ON=C(C(C)=O)C 3-acetoxyiminobutan-2-one